NCCOC(C(=O)O)OCC 2-aminoethoxy-2-ethoxyacetic acid